NC1=NC=C(C=C1O[C@H](C)C=1C=C(C=CC1)NC(=O)C=1C=CC2=C(C1)C1(CC1)CO2)C=2C=NN(C2)C (R)-N-(3-(1-((2-Amino-5-(1-methyl-1H-pyrazol-4-yl)pyridin-3-yl)oxy)ethyl)phenyl)-2H-spiro[benzofuran-3,1-cyclopropan]-5-carboxamid